O1C(=O)C(=CC2=CC=CC=C12)C(=O)N coumarinamide